NCCNC(=O)C1=C(C=C(C=C1)NC(=O)C=1N(C(=CN1)C=1C(=NN(C1)C1=NC=C(C=C1)N)C(F)(F)F)C)Cl N-[4-(2-aminoethylcarbamoyl)-3-chloro-phenyl]-5-[1-(5-amino-2-pyridyl)-3-(trifluoromethyl)pyrazol-4-yl]-1-methyl-imidazole-2-carboxamide